ClC1=NC(=CC=C1C(=O)NS(=O)(=O)C=1C=NC(=CC1)NCCCCC1CNC(C1)(C)C)N1N=C(C=C1)OCC1C2(C13CC3)CC2 2-chloro-N-[[6-[4-(5,5-dimethylpyrrolidin-3-yl)butylamino]-3-pyridyl]sulfonyl]-6-[3-(dispiro[2.0.2.1]heptan-7-ylmethoxy)pyrazol-1-yl]pyridine-3-carboxamide